2-hydroxy-5-nitrobenzyl bromide OC1=C(CBr)C=C(C=C1)[N+](=O)[O-]